tert-butyl {(2S)-1-amino-1-oxo-3-[(3S)-2-oxo(6,6-2H2)piperidin-3-yl]propan-2-yl}carbamate NC([C@H](C[C@H]1C(NC(CC1)([2H])[2H])=O)NC(OC(C)(C)C)=O)=O